[C@H]12CNC[C@H](CC1)N2C2=NC(=NC1=C(C(=C(C=C21)F)C2=CC(=CC1=CC=CC=C21)O)O)OC[C@H]2N(C[C@@H](C2)F)C 4-((1R,5S)-3,8-diazabicyclo[3.2.1]oct-8-yl)-6-fluoro-2-(((2S,4R)-4-fluoro-1-methylpyrrolidin-2-yl)methoxy)-7-(3-hydroxynaphthalen-1-yl)quinazolin-8-ol